2-hydroxyethyl 2-(4-((1-benzyl-6-oxo-1,6-dihydropyridin-3-yl)oxy)-3,5-dichlorophenyl)-3,5-dioxo-2,3,4,5-tetrahydro-1,2,4-triazine-6-carboxylate C(C1=CC=CC=C1)N1C=C(C=CC1=O)OC1=C(C=C(C=C1Cl)N1N=C(C(NC1=O)=O)C(=O)OCCO)Cl